5-(3-(1-(2,6-dioxopiperidin-3-yl)-3-methyl-1H-indazol-4-yl)propyl)octahydropyrrolo[3,4-C]pyrrole O=C1NC(CCC1N1N=C(C2=C(C=CC=C12)CCCN1CC2C(C1)CNC2)C)=O